N(=[N+]=[N-])C(CC=C)C=1C(=NC2=CC(=C(C=C2C1)Br)OC)Cl 3-(1-azidobut-3-enyl)-6-bromo-2-chloro-7-methoxyquinoline